sodium [2-methyl-5-isopropylphenoxy] phosphate P(=O)(OOC1=C(C=CC(=C1)C(C)C)C)([O-])[O-].[Na+].[Na+]